ethyl 6-(cyclopropylmethyl)-6H-thieno[2,3-b]pyrrole-5-carboxylate C1(CC1)CN1C2=C(C=C1C(=O)OCC)C=CS2